BrC1=NC=CC=C1N[C@H](C)C=1C=C(C=C2C(C(=C(OC12)N1CCC(CC1)(C)C)C)=O)C 8-[(1R)-1-[(2-bromo-3-pyridyl)amino]ethyl]-2-(4,4-dimethyl-1-piperidyl)-3,6-dimethyl-chromen-4-one